[C@H]12CC(C[C@@H]2O1)C(=O)OC(C)(C)C tert-butyl (1R,3s,5S)-6-oxabicyclo[3.1.0]hexane-3-carboxylate